6-methoxy-2-methyl-indazol-5-amine COC=1C(=CC2=CN(N=C2C1)C)N